ClC=1C=C2C(=CNC2=CC1)NC(=O)NC=1C=NC(=CC1)OCCSC(F)(F)F 1-(5-chloro-1H-indol-3-yl)-3-(6-(2-(trifluoromethylthio)ethoxy)pyridin-3-yl)urea